(2Z)-2-[[2-fluoro-5-(trifluoromethyl)phenyl]thio]-2-[3-(2-methoxyphenyl)-2-thiazolidinylidene]acetonitrile FC1=C(C=C(C=C1)C(F)(F)F)S\C(\C#N)=C\1/SCCN1C1=C(C=CC=C1)OC